FC(C1=NN2C(N=C(C=C2NCC2(CN(CC2)S(=O)(=O)N)C2=CC=CC=C2)C(F)(F)F)=C1)(F)F 3-(((2,5-bis(trifluoromethyl)pyrazolo[1,5-a]pyrimidin-7-yl)amino)methyl)-3-phenylpyrrolidine-1-sulfonamide